(2s,5s)-2-(hydroxymethyl)-5-methylmorpholine-4-carboxylic acid tert-butyl ester C(C)(C)(C)OC(=O)N1C[C@H](OC[C@@H]1C)CO